C(C)(C)(C)OC(NC1=CC(=NC=C1OCCN1CCOCC1)NC(C)=O)=O (2-Acetylamino-5-(2-morpholinoethoxy)pyridin-4-yl)carbamic acid tert-butyl ester